hydroxyethyl ferrocenecarboxylate [C-]1(C=CC=C1)C(=O)OCCO.[CH-]1C=CC=C1.[Fe+2]